FC(C(=O)N[C@H](C(N1CC2(CC2)C[C@H]1C(NNC[C@H]1C(NCC1)=O)=O)=O)C1(CC1)C)(F)F 2,2,2-trifluoro-N-[(1S)-1-(1-methylcyclopropyl)-2-oxo-2-[(6S)-6-[[[(3S)-2-oxopyrrolidin-3-yl]methylamino]carbamoyl]-5-azaspiro[2.4]heptan-5-yl]ethyl]acetamide